N1C=C(C2=CC=CC=C12)C=1C=CC2=C(C=3CN(C(C3C=C2)=O)CC(C(=O)N)=C)C1 2-{[8-(1H-indol-3-yl)-3-oxo-1H,2H,3H-benzo[e]isoindol-2-yl]methyl}prop-2-enamide